(S)-N-((S)-1-(1H-pyrrolo[3,2-c]pyridin-2-yl)ethyl)-7-((9,9-difluoro-9H-fluorene-3-carbonyl)glycyl)-1,4-dioxa-7-azaspiro[4.4]nonane-8-carboxamide N1C(=CC=2C=NC=CC21)[C@H](C)NC(=O)[C@H]2N(CC1(OCCO1)C2)C(CNC(=O)C=2C=CC=1C(C3=CC=CC=C3C1C2)(F)F)=O